sulfo-dibenzocyclooctyne S(=O)(=O)(O)C1=CC=CC=2C#CCCC3=C(C21)C=CC=C3